4-(N-(4-(4-chloro-3,5-dimethyl-phenoxy)phenyl)-N-isobutylsulfamoyl)-1-hydroxy-2-naphthoic acid ClC1=C(C=C(OC2=CC=C(C=C2)N(S(=O)(=O)C2=CC(=C(C3=CC=CC=C23)O)C(=O)O)CC(C)C)C=C1C)C